Cl.NC1=NC=CC(=C1F)CC=1C(=C(C(=C(C(=O)O)C1)NC1=C(C=C(C=C1)C#C)F)F)F 5-((2-amino-3-fluoropyridin-4-yl)methyl)-2-((4-ethynyl-2-fluorophenyl)amino)-3,4-difluorobenzoic acid hydrochloride